1-((S)-1-(1-(2-(2-((1R,3S,5S,7S)-adamantan-2-yl)acetamido)ethyl)piperidin-4-yl)ethyl)-N-((4-methoxy-6-methyl-2-oxo-1,2-dihydropyridin-3-yl)methyl)-2-methyl-1H-indole-3-carboxamide C12C(C3CC(CC(C1)C3)C2)CC(=O)NCCN2CCC(CC2)[C@H](C)N2C(=C(C3=CC=CC=C23)C(=O)NCC=2C(NC(=CC2OC)C)=O)C